BrC1=C2C=CC=C(C2=C(C=C1)CO)O 5-bromo-8-hydroxymethyl-naphthalene-1-ol